C(C=C)(=O)N1C[C@H](N([C@H](C1)C)S(=O)(=O)C)C1=CC(=NC(=C1)Cl)C1=CC(=NC(=N1)C)C(=O)NC 6-(4-((2R,6S)-4-acryloyl-6-methyl-1-(methylsulfonyl)piperazin-2-yl)-6-chloropyridin-2-yl)-N,2-dimethylpyrimidine-4-carboxamide